COC1=C(C=C(C=C1)C(=O)N1CCC2(CC1)CCC(CC2)CN2CCNCC2)N2CNCC=C2 1-(2-methoxy-5-(9-(piperazin-1-ylmethyl)-3-azaspiro[5.5]undecane-3-carbonyl)phenyl)dihydropyrimidine